3,5-dibromo-benzene BrC=1C=CC=C(C1)Br